CC1=NC(=NC(=C1)N1CCCCC1)NCCNC(=O)C1OCCC1 Tetrahydro-N-[2-[[4-methyl-6-(1-piperidinyl)-2-pyrimidinyl]amino]ethyl]-2-furancarboxamide